C(CCCCCCCC)S(=O)(=O)NC(=O)N Non-Sulfonylurea